(R)-2-(3-(dimethylamino)pyrrolidin-1-yl)-4-ethoxy-N-(8-fluoro-2-methylimidazo[1,2-a]pyridin-6-yl)pyrimidine-5-carboxamide 4-methylbenzenesulfonate CC1=CC=C(C=C1)S(=O)(=O)O.CN([C@H]1CN(CC1)C1=NC=C(C(=N1)OCC)C(=O)NC=1C=C(C=2N(C1)C=C(N2)C)F)C